C([C@H]1[C@H]([C@H]([C@@H]([C@H](O1)OP(=O)(O)O)O)O)O)O L-galactose 1-phosphate